[(5-fluoropentyl)-6-nitro-1H-indol-3-yl]-(naphthalen-1-yl)methanone FCCCCCN1C=C(C2=CC=C(C=C12)[N+](=O)[O-])C(=O)C1=CC=CC2=CC=CC=C12